Benzochromenone C1=CC=C2C(=C1)C=CC3=C2OC(=O)C=C3